4-(4-methyl-3-pentene-1-yl)-3-cyclohexeneformaldehyde CC(=CCCC1=CCC(CC1)C=O)C